tert-butyl (8-(4-(4-(5-((furan-2-ylmethyl)amino)-[1,2,4]triazolo[4,3-c]pyrimidin-8-yl)phenyl)piperazin-1-yl)-8-oxooctyl)carbamate O1C(=CC=C1)CNC1=NC=C(C=2N1C=NN2)C2=CC=C(C=C2)N2CCN(CC2)C(CCCCCCCNC(OC(C)(C)C)=O)=O